N=1SN=C2C1C=CC=C2NS(=O)(=O)C2=CNC1=CC=CC=C21 N-(2,1,3-benzothiadiazol-4-yl)-1H-indole-3-sulfonamide